ClC1=CC=C(C=C1)CC(=O)NC=1C=C(C=NC1)C1(NN(C(=C1C(=O)N)NC)C(C)C)C(=O)N 3-(5-(2-(4-chlorophenyl)acetylamino)pyridin-3-yl)-1-isopropyl-5-(methylamino)-1H-pyrazole-3,4-dicarboxamide